6-bromo-2-methylquinoline-8-carbonitrile BrC=1C=C2C=CC(=NC2=C(C1)C#N)C